N-(6-(5-chloro-6-fluoro-7-(methylamino)-1H-indazol-4-yl)imidazo[1,2-a]pyridin-2-yl)-2-fluorocyclopropane-1-carboxamide ClC=1C(=C2C=NNC2=C(C1F)NC)C=1C=CC=2N(C1)C=C(N2)NC(=O)C2C(C2)F